2-[(4-{6-[(1R,3S,4R)-2-azabicyclo[2.2.2]octane-3-carbonyl]-2,6-diazaspiro[3.3]hept-2-yl}pyrimidin-5-yl)oxy]-5-fluoro-N,N-di(propan-2-yl)benzamide C12N[C@@H](C(CC1)CC2)C(=O)N2CC1(CN(C1)C1=NC=NC=C1OC1=C(C(=O)N(C(C)C)C(C)C)C=C(C=C1)F)C2